4-(4-(6-(4-isopropyl-5-(8-methoxy-[1,2,4]triazolo[1,5-a]pyridin-6-yl)-1H-pyrazol-3-yl)pyridin-3-yl)cyclohexyl)morpholine C(C)(C)C=1C(=NNC1C=1C=C(C=2N(C1)N=CN2)OC)C2=CC=C(C=N2)C2CCC(CC2)N2CCOCC2